5-(Tert-butyl)pyrimidin C(C)(C)(C)C=1C=NC=NC1